ClC=1C=C(CCC2(CN(CCC2)C2=CC(=C(C(=C2)F)S(=O)(=O)N(C2=NC=NC=C2)CC2=C(C=C(C=C2)OC)OC)F)N(C)C)C=CC1C(F)(F)F 4-(3-(3-Chloro-4-(trifluoromethyl)phenethyl)-3-(dimethylamino)piperidin-1-yl)-N-(2,4-dimethoxybenzyl)-2,6-difluoro-N-(pyrimidin-4-yl)benzenesulfonamide